OCCCN1C(CCC1)=O 1-(3-hydroxypropyl)pyrrolidone